CC1=C(CN2C=C(C3=CC(=CC=C23)C2=NN=NN2)C#N)C=CC=C1 1-(2-methylbenzyl)-5-(1H-tetrazol-5-yl)-1H-indole-3-carbonitrile